beta-D-glucopyranosyl-(1→4) beta-D-galactopyranoside O([C@H]1[C@H](O)[C@@H](O)[C@@H](O)[C@H](O1)CO)[C@H]1[C@H](O)[C@@H](O)[C@H](O)[C@H](O1)CO